2-chloro-N-(4-(difluoromethyl)-5-(1H-imidazol-4-yl)-6-oxo-1,6-dihydropyridin-2-yl)-8,8-dimethyl-7,8-dihydro-6H-cyclopenta[e]pyrazolo[1,5-a]pyrimidine-6-carboxamide ClC1=NN2C(N=CC3=C2C(CC3C(=O)NC=3NC(C(=C(C3)C(F)F)C=3N=CNC3)=O)(C)C)=C1